4'-chloro-3'-((3-methylpyridin-2-yl)methoxy)-[1,1'-biphenyl]-2-carboxylic acid methyl ester COC(=O)C=1C(=CC=CC1)C1=CC(=C(C=C1)Cl)OCC1=NC=CC=C1C